methyl (S)-2-(2,6-difluorobenzamido)-3-(8-(1-methyl-2-oxo-1,2-dihydroquinolin-3-yl)-2,3-dihydrobenzo[b][1,4]dioxin-5-yl)propanoate FC1=C(C(=O)N[C@H](C(=O)OC)CC2=CC=C(C=3OCCOC32)C=3C(N(C2=CC=CC=C2C3)C)=O)C(=CC=C1)F